4-hydroxy-naphthalene-2,7-disulfonic acid, disodium salt [Na+].[Na+].OC1=CC(=CC2=CC(=CC=C12)S(=O)(=O)[O-])S(=O)(=O)[O-]